BrC1=C(C(=C(C(=C1)Cl)O)F)C 4-bromo-6-chloro-2-fluoro-3-methylphenol